COC(C1=CC(=NC=C1C=1OC2=C(N1)C=CC=C2)N2CCCC1=CC=CC=C21)=O 5-(benzo[d]oxazol-2-yl)-2-(3,4-dihydroquinolin-1(2H)-yl)isonicotinic acid methyl ester